ClC1=CC(=C(C=C1Cl)C(C1CCN(CC1)C(C)=O)O)OC 1-(4-((4,5-dichloro-2-methoxyphenyl)(hydroxy)methyl)piperidin-1-yl)ethanone